2-cyclopropyl-5-hydroxy-6-(3-nitrophenyl)-3-oxopyridazine-4-carboxamide C1(CC1)N1N=C(C(=C(C1=O)C(=O)N)O)C1=CC(=CC=C1)[N+](=O)[O-]